BrC=1C=CC(=C(NC[C@@H](OCCCC2=C(C=NN2C)C2=NC(=CC(=C2)C(=O)OC)C)C)C1)[N+](=O)[O-] methyl 2-[5-[3-[(1S)-2-(5-bromo-2-nitro-anilino)-1-methyl-ethoxy]propyl]-1-methyl-pyrazol-4-yl]-6-methyl-pyridine-4-carboxylate